C1(CCCCC1)=NN1[C@@H](CCC1)COC (S)-N-cyclohexylidene-2-(methoxymethyl)pyrrolidin-1-amine